COC=1C=NC=CC1SC1=CN=C2C(=N1)NC(=N2)N2CCC1(CC2)[C@@H](C2=CC=CC=C2C1)N (S)-1'-(6-((3-methoxypyridin-4-yl)thio)-1H-imidazo[4,5-b]pyrazin-2-yl)-1,3-dihydrospiro[indene-2,4'-piperidin]-1-amine